C1(=CC=CC=C1)C(N1CCN(CC1)C1=C(C=C(C=C1)C(=O)N1CCN(CC1)C)NC(=O)NC1=CC=CC=C1)C1=CC=CC=C1 N-[2-[4-(diphenylmethyl)-1-piperazinyl]-5-[(4-methyl-1-piperazinyl)carbonyl]phenyl]-N'-phenylurea